[K].FC(C(C(C(F)(F)F)(F)F)(F)F)(F)F perfluorobutane potassium